[Si](C)(C)(C(C)(C)C)OC[C@@H](C1=CC=C(C=C1)C#C)NC(=O)C1NCC(C1)O N-((R)-2-((tert-butyldimethylsilyl)oxy)-1-(4-ethynylphenyl)ethyl)-4-hydroxypyrrolidine-2-carboxamide